2-((2-hydroxyethyl)amino)-1-(1H-indol-3-yl)ethane-1-ol OCCNCC(O)C1=CNC2=CC=CC=C12